4-{2-chloro-6-[(1-methylcyclopropyl)sulfamoyl]-4-oxo-3H-quinazolin-8-yl}-N,N-dimethylpiperazine-1-carboxamide ClC1=NC2=C(C=C(C=C2C(N1)=O)S(NC1(CC1)C)(=O)=O)N1CCN(CC1)C(=O)N(C)C